1-phenyl-6,7-dimethyl-3,4-dihydroisoquinoline C1(=CC=CC=C1)C1=NCCC2=CC(=C(C=C12)C)C